2-(3,4-dihydroxypyridin-2-yl)-N-methyl-3-(4-((4-(morpholinomethyl)phenyl)ethynyl)phenyl)propanamide OC=1C(=NC=CC1O)C(C(=O)NC)CC1=CC=C(C=C1)C#CC1=CC=C(C=C1)CN1CCOCC1